OCC=1N=C(SC1)N(CCC#N)C 3-((4-(hydroxymethyl)thiazol-2-yl)(methyl)-amino)propionitrile